ClC1=NC(=CC(=N1)N1[C@@]2(CO[C@H](C1)C2)C(O)([2H])[2H])Cl ((1S,4R)-5-(2,6-dichloropyrimidin-4-yl)-2-oxa-5-azabicyclo[2.2.1]heptan-4-yl)methan-d2-ol